OC(CCCCCCCCCCCCCCCCCCCCCC(=O)O)CC 23-Hydroxy-pentacosanoic acid